Tris(trimethylsilyl)serine C[Si](C)(C)C([C@](N)(C(=O)O)[Si](C)(C)C)(O)[Si](C)(C)C